FC1(CCN(CC1)C1CCN(CC1)C1=C(C=C(C(=C1)OC)NC1=NC=NC(=C1)N1OCC[C@@H]1C1=CC(=CC(=C1)F)F)NC(C=C)=O)F N-(2-(4,4-difluoro-[1,4'-bipiperidine]-1'-yl)-5-((6-((R)-3-(3,5-difluorophenyl)isoxazolidine-2-yl)pyrimidine-4-yl)amino)-4-methoxyphenyl)acrylamide